C(=CCCCCCCC)C(CCC(=C(C)C)C)C=CCCCC 5-nonenyl-methyl-5-hexenyl-dimethyl-pentene